6-fluoro-1-((1S,2S)-2-hydroxycyclopentyl)-2-methylquinolin-4(1H)-one FC=1C=C2C(C=C(N(C2=CC1)[C@@H]1[C@H](CCC1)O)C)=O